C(C)(C)N1N=C(C=C1)\C(=C/C1=NC=CC=C1)\S(=O)(=O)C1=CC=CC=C1 (E)-2-(2-(1-Isopropyl-1H-pyrazol-3-yl)-2-(phenylsulfonyl)vinyl)pyridine